[Ir].C(=O)(P(C1=CC=CC=C1)(C1=CC=CC=C1)C1=CC=CC=C1)P(C1=CC=CC=C1)(C1=CC=CC=C1)C1=CC=CC=C1 carbonylbis(triphenylphosphine) iridium